The molecule is an apo carotenoid monoterpenoid that is beta-ionone substituted by an epoxy group across positions 5 and 6. It has a role as a metabolite. It is an apo carotenoid monoterpenoid and an epoxide. It derives from a beta-ionone. CC(=O)/C=C/C12C(CCCC1(O2)C)(C)C